bis(2,2-bipyridine) ruthenium dichloride dihydrate O.O.[Ru](Cl)Cl.N1=C(C=CC=C1)C1=NC=CC=C1.N1=C(C=CC=C1)C1=NC=CC=C1